BrC=1C=C2C(=NC=NC2=CC1)N1CC2(C1)CCN(CC2)C(=O)OC(C)(C)C Tertiary butyl 2-(6-bromoquinazolin-4-yl)-2,7-diazaspiro[3.5]nonane-7-carboxylate